5-Bromobenzo[b]thiophene-7-carbonitrile BrC1=CC2=C(SC=C2)C(=C1)C#N